COC1=C(C=C(C(=O)O)C=C1)S(NC1=C(C=C(C=C1)C(F)(F)F)N1CCCCC1)(=O)=O 4-methoxy-3-(N-(2-(piperidin-1-yl)-4-(trifluoromethyl)phenyl)sulfamoyl)benzoic acid